N-(2-methyl-2-phenylpropionyl)-O-(3-(2-(5,6,7,8-tetrahydro-1,8-naphthyridin-2-yl)ethyl)cyclobutyl)homoserine CC(C(=O)N[C@@H](CCOC1CC(C1)CCC1=NC=2NCCCC2C=C1)C(=O)O)(C)C1=CC=CC=C1